trans-5-(isopropoxycarbonylamino)-2-thiazol-2-yl-piperidine-1-carboxylic acid tert-butyl ester C(C)(C)(C)OC(=O)N1[C@H](CC[C@@H](C1)NC(=O)OC(C)C)C=1SC=CN1